C(C(C)C)[O-].[Al+3].C(C(C)C)[O-].C(C(C)C)[O-] aluminium Isobutanolate